4-cyclopropyl-2-(difluoromethoxy)-1-nitrobenzene C1(CC1)C1=CC(=C(C=C1)[N+](=O)[O-])OC(F)F